(S)-2-methyl-aziridine C[C@@H]1NC1